4-(2-(((butylsulfinyl)methyl)thio)-3-cyano-6-(thiazol-2-yl)pyridin-4-yl)benzyl (2-chloroethyl)carbamate ClCCNC(OCC1=CC=C(C=C1)C1=C(C(=NC(=C1)C=1SC=CN1)SCS(=O)CCCC)C#N)=O